(5-chloro-3-hydroxyquinoxalin-2-yl)(2-(3,5-dichlorobenzyl)pyrrolidin-1-yl)methanone ClC1=C2N=C(C(=NC2=CC=C1)C(=O)N1C(CCC1)CC1=CC(=CC(=C1)Cl)Cl)O